1,5-diamino-2,6-naphthalenedithiol NC1=C(C=CC2=C(C(=CC=C12)S)N)S